5-methyl-2-(4-((1-methylpiperidin-3-yl)amino)-6,7-dihydro-5H-cyclopenta[d]pyridazin-1-yl)phenol CC=1C=CC(=C(C1)O)C1=NN=C(C2=C1CCC2)NC2CN(CCC2)C